3-methyl-2-butenyl-magnesium iodide CC(=CC[Mg]I)C